N2-(1,3-Benzodioxolan-4-yl)-5-chloro-N4-(2-dimethylphosphonoanilino)pyrimidine-2,4-diamine O1COC2=C1C=CC=C2NC2=NC=C(C(=N2)NNC2=C(C=CC=C2)P(=O)(OC)OC)Cl